C1CCN2C3=C(C=C(C=C13)/N=N/C=1SC3=C(N1)C=CC(=C3)C(=O)OC3=C(C(=C(C(=C3F)F)F)F)F)CCC2 Pentafluorophenyl 2-[(E)-2,3,6,7-tetrahydro-1H,5H-pyrido[3,2,1-ij]quinolin-9-yldiazenyl]-1,3-benzothiazole-6-carboxylate